1-(3-(4-(2-(2,6-dioxopiperidin-3-yl)-1,3-dioxoisoindolin-4-yl)piperazin-1-yl)propanoyl)piperidin O=C1NC(CCC1N1C(C2=CC=CC(=C2C1=O)N1CCN(CC1)CCC(=O)N1CCCCC1)=O)=O